11-(2,6-dichlorophenyl)-13-ethyl-4-[1-(4-piperidyl)pyrazol-4-yl]-5,7,11,13-tetrazatricyclo[7.4.0.02,6]trideca-1(9),2(6),3,7-tetraene-10,12-dione ClC1=C(C(=CC=C1)Cl)N1C(C=2C=NC=3NC(=CC3C2N(C1=O)CC)C=1C=NN(C1)C1CCNCC1)=O